5-((1-(4-((3aR,6aS)-5-Methylhexahydropyrrolo[3,4-c]pyrrol-2(1H)-yl)phenyl)-1H-imidazol-4-yl)amino)pyrazine-2-carbonitrile CN1C[C@@H]2[C@H](C1)CN(C2)C2=CC=C(C=C2)N2C=NC(=C2)NC=2N=CC(=NC2)C#N